COC(=O)C1=NC(=C(N=C1N)N1N=CC=N1)Cl 3-amino-6-chloro-5-(2H-1,2,3-triazol-2-yl)pyrazine-2-carboxylic acid methyl ester